C(#N)C=1C=CC(=NC1C(F)(F)F)C(N[S@](=O)C(C)(C)C)C1=CC(=C(C=C1)OC(F)(F)F)F (R)-N-((5-cyano-6-(trifluoromethyl)pyridin-2-yl)(3-fluoro-4-(trifluoromethoxy)phenyl)methyl)-2-methylpropane-2-sulfinamide